tertbutyl 4-(5-(1,4-dioxan-2-yl)-1-oxoisoindolin-2-yl)-5-amino-5-oxopentanoate O1C(COCC1)C=1C=C2CN(C(C2=CC1)=O)C(CCC(=O)OC(C)(C)C)C(=O)N